N1=C(C=CC=C1)SSCCOCCOCCOCCO 2-(2-(2-(2-(pyridin-2-yldisulfanyl)ethoxy)ethoxy)ethoxy)ethan-1-ol